4-((2-(8-((3-chlorophenyl)amino)pyrimido[5,4-d]pyrimidin-4-yl)hydrazineylidene)methyl)benzene-1,2-diol ClC=1C=C(C=CC1)NC1=NC=NC2=C1N=CN=C2NN=CC=2C=C(C(=CC2)O)O